Cl.ClC1=C(C=CC=C1)C1(CCC1)N 1-(2-chlorophenyl)cyclobutan-1-amine hydrochloride